OC(C1(CC1)C(O)([2H])[2H])([2H])[2H] {1-[Hydroxy(2H2)methyl]cyclopropyl}(2H2)methanol